C(C1=CC=CC=C1)OC=1C=C2CCNC(C2=CC1OC)\C=C\C1=CN(C2=NC=C(C=C21)OCCC2(N=N2)C)C 6-(benzyloxy)-7-methoxy-1-[(E)-2-{1-methyl-5-[2-(3-methyl-3H-diaziren-3-yl)ethoxy]-1H-pyrrolo[2,3-b]pyridin-3-yl}ethenyl]-1,2,3,4-tetrahydroisoquinoline